tert-Butyl (Z)-2-(3-(bicyclo[3.1.1]heptan-3-yloxy)-6-(2-fluoro-2-(4-(pyridazin-4-yl)pyrimidin-2-yl)vinyl)-2-(trifluoromethyl)phenyl)-2,9-diazaspiro[5.5]undecane-9-carboxylate C12CC(CC(C1)C2)OC=2C(=C(C(=CC2)\C=C(\C2=NC=CC(=N2)C2=CN=NC=C2)/F)N2CC1(CCC2)CCN(CC1)C(=O)OC(C)(C)C)C(F)(F)F